O=C(CCCCCCNC(OC(C)(C)C)=O)NC=1SC=CN1 Tert-butyl (7-oxo-7-(thiazol-2-ylamino) heptyl)carbamate